N-(4-(2-ethynyl-5-morpholino-1H-benzo[d]imidazol-1-yl)phenyl)benzenesulfonamide C(#C)C1=NC2=C(N1C1=CC=C(C=C1)NS(=O)(=O)C1=CC=CC=C1)C=CC(=C2)N2CCOCC2